C=1NC=NC1 2,4-diazole